FC1([C@H](C12CCN(CC2)S(N)(=O)=O)C(=O)OCC2=CC=CC=C2)F (1R)-benzyl 2,2-difluoro-6-sulfamoyl-6-azaspiro[2.5]octane-1-carboxylate